guanosine-5'-mono-phosphate P(=O)(O)(O)OC[C@@H]1[C@H]([C@H]([C@@H](O1)N1C=NC=2C(=O)NC(N)=NC12)O)O